6-((2-hydroxyethyl)(3-((6-((2-octyldecyl)oxy)-6-oxohexyl)amino)propyl)amino)decyl hexanoate C(CCCCC)(=O)OCCCCCC(CCCC)N(CCCNCCCCCC(=O)OCC(CCCCCCCC)CCCCCCCC)CCO